N1(CCC1)S(=O)(=O)N AZETIDINESULFONAMIDE